CC(CO)(C(C(C)C)O)C 2,2,4-trimethyl-1,3-Pentanediol